C1(=CC=CC=C1)C1CN(CC1)C1=NC(=NC=C1)C1=CN=C2N1C=C(N=C2)C(F)(F)F 3-(4-(3-phenylpyrrolidin-1-yl)pyrimidin-2-yl)-6-(trifluoromethyl)imidazo[1,2-a]pyrazine